C1(CCC1)N[C@H]1CN(CC1)C1=CC=C(N=N1)C1=C(C=C(C(=C1)F)C1=CN=NC(=C1)OC)O 2-{6-[(3R)-3-(cyclobutylamino)pyrrolidin-1-yl]pyridazin-3-yl}-4-fluoro-5-(6-methoxypyridazin-4-yl)phenol